ClC1=NC(=NC(=C1)C(C(F)(F)F)(F)F)N 4-chloro-6-(perfluoroethyl)pyrimidin-2-amine